FC1=C2C(=CN=C1C)NC=C2 4-fluoro-5-methyl-1H-pyrrolo[2,3-c]pyridine